C[Si](C#C[Sn](CCCC)(CCCC)CCCC)(C)C trimethyl-[(tributyl-λ4-stannanyl)ethynyl]silane